C(C)(C)N1C(=NN=C1)C1=CC=CC(=N1)NC(=O)NC=1SC=C(N1)C=1C=NC=CC1 1-(6-(4-isopropyl-4H-1,2,4-triazol-3-yl)pyridin-2-yl)-3-(4-(pyridin-3-yl)thiazol-2-yl)urea